ClC=1C=NN(C(C1)=O)CC1=NC2=C(N1C[C@H]1OCC1)C=C(C=C2)C(=O)OC methyl (S)-2-((4-chloro-6-oxopyridazin-1(6H)-yl)methyl)-1-(oxetan-2-ylmethyl)-1H-benzo[d]imidazole-6-carboxylate